FC(C1=NN=C(O1)C=1C=CC(=NC1)CN1C(OC2=C1C=C(C(=C2)C=2C=NC(=CC2)N2CCN(CC2)CC(F)(F)F)F)=O)F 3-((5-(5-(difluoromethyl)-1,3,4-oxadiazole-2-yl)pyridine-2-yl)methyl)-5-fluoro-6-(6-(4-(2,2,2-trifluoroethyl)piperazine-1-yl)pyridine-3-yl)benzo[d]oxazole-2(3H)-one